C(C)(C)(C)OC(=O)N1[C@@](C[C@@H](C1O)CC1=CC(=CC(=C1)OC)OC)(C(=O)O)CC1=CC=CC=C1 2-benzyl-(2R,4S)-4-(3,5-dimethoxybenzyl)-5-hydroxypyrrolidine-1,2-dicarboxylic acid 1-(tert-butyl) ester